FC1=CC(=C(C=C1)C=1C2=C(C(=NC1C1=NN3C(CN(CC3)C(C=C)=O)=C1)C=1C=C3CCNC(C3=CC1)=O)C=CS2)OCCOC 6-[7-[4-fluoro-2-(2-methoxyethoxy)phenyl]-6-(5-prop-2-enoyl-6,7-dihydro-4H-pyrazolo[1,5-a]pyrazin-2-yl)thieno[3,2-c]pyridin-4-yl]-3,4-dihydro-2H-isoquinolin-1-one